1,1,1,5,5,5-hexachloro-1,5-disilapentane Cl[Si](CCC[Si](Cl)(Cl)Cl)(Cl)Cl